6,7-dimethylisatin CC1=CC=C2C(C(NC2=C1C)=O)=O